5-(tert-butyl)-N-((5S,8S)-8-fluoro-2-(2-((1-methyl-1H-pyrazol-4-yl)amino)pyrimidin-4-yl)-6,7,8,9-tetrahydro-5H-benzo[7]annulen-5-yl)-1,3,4-oxadiazole-2-carboxamide C(C)(C)(C)C1=NN=C(O1)C(=O)N[C@H]1CC[C@@H](CC2=C1C=CC(=C2)C2=NC(=NC=C2)NC=2C=NN(C2)C)F